NC(CC(=O)O)C1CC1 3-AMINO-3-CYCLOPROPYL-PROPIONIC ACID